COC(=O)C=1C=C2C=NC(=NC2=CC1)C12CCC(CC1)(CC2)I (4-iodobicyclo[2.2.2]oct-1-yl)quinazolin-6-carboxylic acid methyl ester